ClC1=CC=C2C(=CN(C2=C1Cl)CCC(=O)O)C=1C=NNC1 3-[6,7-Dichloro-3-(1H-pyrazol-4-yl)indol-1-yl]propanoic acid